(4S)-4-(3,5-difluorophenyl)-2-(2-ethoxy-2-oxoacetyl)pyrrolidine-1-carboxylic acid tert-butyl ester C(C)(C)(C)OC(=O)N1C(C[C@H](C1)C1=CC(=CC(=C1)F)F)C(C(=O)OCC)=O